2-(1,1,3-Trioxo-1,3-dihydro-1lambda*6*-benzo[d]isothiazol-2-yl)-ethanesulfonic acid O=S1(N(C(C2=C1C=CC=C2)=O)CCS(=O)(=O)O)=O